C1(CCCCC1)NSSC=1SC2=C(N1)C=CC=C2 N-cyclohexyl-2-benzothiazolylthiosulfenamide